(2S,5R)-2-(N-(2-(1H-imidazol-4-yl) acetyl) carbamimidoyl)-7-oxo-1,6-diazabicyclo[3.2.1]octan-6-yl hydrogen sulfate S(=O)(=O)(ON1[C@@H]2CC[C@H](N(C1=O)C2)C(NC(CC=2N=CNC2)=O)=N)O